6-(6-(tert-butyl)pyridin-2-yl)-3-azabicyclo[3.1.0]Hexane C(C)(C)(C)C1=CC=CC(=N1)C1C2CNCC12